C(#N)C1=C(C=C(C=C1)N1C(N(C(C1=O)(C)C)CC1=CC=CC(=N1)C(=O)OCC)=S)C(F)(F)F ethyl 6-((3-(4-cyano-3-(trifluoromethyl)phenyl)-5,5-dimethyl-4-oxo-2-thioxoimidazolidin-1-yl)methyl)picolinate